isoeicosyl isostearate C(CCCCCCCCCCCCCCC(C)C)(=O)OCCCCCCCCCCCCCCCCCC(C)C